6-amino-3-(2-(methylamino)ethyl)quinazolin-4(3H)-one NC=1C=C2C(N(C=NC2=CC1)CCNC)=O